N-benzyl-N-methylquinolin-4-amine C(C1=CC=CC=C1)N(C1=CC=NC2=CC=CC=C12)C